ClC1=C(C(=O)O)C=CC(=C1SC)OCC(F)(F)F 2-chloro-3-methylsulfanyl-4-(2,2,2-trifluoroethoxy)benzoic acid